C(C1=CC=CC=C1)OC1CCC(CC1)[C@@H]1CNC2=CC(=CC=C12)F (S)-3-((1r,4r)-4-(benzyloxy)cyclohexyl)-6-fluoroindoline